tert-butyl 2-[4-[4-[2-[tert-butyl(dimethyl)silyl]oxy-1-(2-pyridyl)ethoxy]-3-chloro-pyrazolo[1,5-a]pyridin-6-yl]-5-methyl-pyrazol-1-yl]-7-azaspiro[3.5]nonane-7-carboxylate [Si](C)(C)(C(C)(C)C)OCC(OC=1C=2N(C=C(C1)C=1C=NN(C1C)C1CC3(C1)CCN(CC3)C(=O)OC(C)(C)C)N=CC2Cl)C2=NC=CC=C2